bis(5-(decanoyloxy)pentyl) 2-oxopentanedioate O=C(C(=O)OCCCCCOC(CCCCCCCCC)=O)CCC(=O)OCCCCCOC(CCCCCCCCC)=O